6-benzyloxy-N-tert-butoxycarbonyl-1-Cbz-L-tryptophan benzyl ester C(C1=CC=CC=C1)OC([C@@H](NC(=O)OC(C)(C)C)CC1=CN(C2=CC(=CC=C12)OCC1=CC=CC=C1)C(=O)OCC1=CC=CC=C1)=O